N1N=NC2=C1C=CC=C2[NH+]=C(O)N Benzotriazolyluronium